FC1=CC=C(C=C1)C1=CC=C(S1)CC=1C=C(C=CC1C)[C@@H]1O[C@@H]([C@H]([C@@H]([C@H]1O)O)O)SC (2S,3R,4R,5S,6R)-2-(3-((5-(4-fluorophenyl)thiophen-2-yl)methyl)-4-methylphenyl)-6-(methylthio)tetrahydro-2H-pyran-3,4,5-triol